ClC1=CC2=C(N=C(O2)C23CC(C2)(C3)NC(=O)C3=CC(=NC=C3)C(F)(F)F)C=C1 N-[3-(6-chloro-1,3-benzoxazol-2-yl)-1-bicyclo[1.1.1]pentanyl]-2-(trifluoromethyl)pyridine-4-carboxamide